NC1=C(C=C(C=N1)B(O)O)C(NC12CC3(CC(CC(C1)C3)C2)O)=O (6-amino-5-(((1R,3R)-3-hydroxyadamantan-1-yl)carbamoyl)pyridin-3-yl)boronic acid